methyl 5-methyl-2-(2-(trifluoromethoxy) pyridin-3-yl)-1H-pyrrole-3-carboxylate CC1=CC(=C(N1)C=1C(=NC=CC1)OC(F)(F)F)C(=O)OC